1-(4-(1-(6-(2,3-Dihydrospiro[indene-1,4'-piperidin]-1'-yl)-2-(trifluoromethyl)pyrimidin-4-yl)azetidin-3-yl)piperazin-1-yl)prop-2-en-1-one N1(CCC2(CC1)CCC1=CC=CC=C12)C1=CC(=NC(=N1)C(F)(F)F)N1CC(C1)N1CCN(CC1)C(C=C)=O